Tert-butyl 5-amino-4-(1-((4-cyanophenoxy)methyl)-4-oxo-4H-thieno[3,4-c]pyrrol-5(6H)-yl)-5-oxopentanoate NC(C(CCC(=O)OC(C)(C)C)N1CC=2C(C1=O)=CSC2COC2=CC=C(C=C2)C#N)=O